methyl (S)-2-(1-(7,8-dichloro-4-(1H-imidazol-1-yl)naphthalen-2-yl)pyrrolidin-2-yl)acetate ClC1=CC=C2C(=CC(=CC2=C1Cl)N1[C@@H](CCC1)CC(=O)OC)N1C=NC=C1